(2e,4z)-2-hydroxy-6-oxohexa-2,4-dienoic acid O\C(\C(=O)O)=C\C=C/C=O